1-(5-chloro-2,4-difluoro-phenyl)-3-[(1S)-1-(2-pyrimidin-2-yl-1,2,4-triazol-3-yl)ethyl]urea ClC=1C(=CC(=C(C1)NC(=O)N[C@@H](C)C=1N(N=CN1)C1=NC=CC=N1)F)F